1,3-bis(tert-butylamino)-2-propanol C(C)(C)(C)NCC(CNC(C)(C)C)O